Cl.N1CC(C1)C1=CC=C(N=N1)C1=C(C=C(C=C1)C=1C=C(C=2N(C1)C=C(N2)C)C)C2=C(C=CC=C2)O 2-(6-(azetidin-3-yl)pyridazin-3-yl)-5-(2,8-dimethylimidazo[1,2-a]pyridin-6-yl)phenylphenol hydrochloride